bicyclo[1.1.1]pentane-1,3-dicarboxylic acid [4-(4-amino-cyclohex-1-enyl)-phenyl]-amide (4-aminomethyl-phenyl)-amide NCC1=CC=C(C=C1)NC(=O)C12CC(C1)(C2)C(=O)NC2=CC=C(C=C2)C2=CCC(CC2)N